3-(1-(5-iodoquinolin-8-yl)-3-isopropyl-4-oxoazetidin-2-yl)-2,2-dimethylpropionitrile IC1=C2C=CC=NC2=C(C=C1)N1C(C(C1=O)C(C)C)CC(C#N)(C)C